aluminium triformate C(=O)[O-].C(=O)[O-].C(=O)[O-].[Al+3]